4-((2-fluorophenyl)ethynyl)-N-((4-(hydroxymethyl)tetrahydro-2H-pyran-4-yl)methyl)benzamide FC1=C(C=CC=C1)C#CC1=CC=C(C(=O)NCC2(CCOCC2)CO)C=C1